ClC=1C=C(C(=C(C(=O)O)C1)O)OC 5-chloro-2-hydroxy-3-methoxybenzoic acid